2-(4-bromophenyl)-2H-1,2,3-triazole BrC1=CC=C(C=C1)N1N=CC=N1